C1CC12CCN(CC2)C2CCN(CC2)C2=C(C=C(C(=C2)OC)NC2=NC=NC(=C2)N2OCC[C@@H]2C2=CC(=CC(=C2)F)F)NC(C=C)=O N-(2-(4-(6-azaspiro[2.5]octan-6-yl)piperidine-1-yl)-5-((6-((R)-3-(3,5-difluorophenyl)isoxazolidine-2-yl)pyrimidine-4-yl)amino)-4-methoxyphenyl)acrylamide